ethyl propanate C(CC)(=O)OCC